1-(4-(Benzo[d]thiazol-2-ylamino)phenyl)-3-(oxazol-5-ylmethyl)urea S1C(=NC2=C1C=CC=C2)NC2=CC=C(C=C2)NC(=O)NCC2=CN=CO2